CC(CC(=O)O)(C=O)C 3,3-dimethyl-4-oxobutanoic acid